C(C=C)(=O)OCCOCCOCC(CCCC)CC diethylene glycol mono-2-ethylhexyl ether acrylate